C1(CC1)C1=NC=C(C=N1)C(=O)NC1=C(C=C(C=C1)F)S(=O)(=O)C 2-cyclopropyl-N-(4-fluoro-2-methanesulfonylphenyl)pyrimidine-5-carboxamide